CC=1C(=C(C(=O)O)C=C(C1)N)C=1C=NN(C1)C1CCC1.CC(=CC(=O)SCCNC(CCNC([C@@H](C(COP(OP(OC[C@@H]1[C@H]([C@H]([C@@H](O1)N1C=NC=2C(N)=NC=NC12)O)OP(=O)(O)O)(=O)O)(=O)O)(C)C)O)=O)=O)C 3-Methylcrotonyl-CoA Methyl-5-amino-2-(1-cyclobutylpyrazol-4-yl)benzoate